NC(C(C1=CC=CC=C1)SC1=C(C(=C(C(=N1)N1CCC(CC1)NC([C@@H](CO)NC(OC(C)(C)C)=O)=O)C#N)CC)C#N)=O tert-butyl ((2R)-1-((1-(6-((2-amino-2-oxo-1-phenylethyl)thio)-3,5-dicyano-4-ethylpyridin-2-yl)piperidin-4-yl)amino)-3-hydroxy-1-oxopropan-2-yl)carbamate